4-(9-(3,4-dichlorophenyl)-3,9-diazaspiro[5.5]undecane-3-carbonyl)-6-methylquinoline ClC=1C=C(C=CC1Cl)N1CCC2(CCN(CC2)C(=O)C2=CC=NC3=CC=C(C=C23)C)CC1